FC(C1=C(C=CC(=C1)C(F)(F)F)[C@@H](C)N1N=CC(=C1)NC(=O)C1=C(N=C(S1)C1=NC=CC=C1)C)(F)F (R)-N-(1-(1-(2,4-bis(trifluoromethyl)phenyl)ethyl)-1H-pyrazol-4-yl)-4-methyl-2-(pyridin-2-yl)thiazole-5-carboxamide